(S)-N'-(2-cyclopropyl-4-(difluoromethoxy)-6-isopropylphenyl-carbamoyl)-2-(2-hydroxypropan-2-yl)thiazole-5-sulfonimidamide C1(CC1)C1=C(C(=CC(=C1)OC(F)F)C(C)C)NC(=O)N=[S@@](=O)(N)C1=CN=C(S1)C(C)(C)O